2-(2,5-difluoro-4-methylbenzene-1-carbonyl)-8,8-dimethyl-7-oxo-2-azaspiro[3.5]non-5-ene-6-carbonitrile FC1=C(C=C(C(=C1)C)F)C(=O)N1CC2(C1)C=C(C(C(C2)(C)C)=O)C#N